C1=NC=C(C2=CC=CC=C12)NC1=NC=2N(C(=C1)NC)N=CC2NC(=O)NC 1-(5-(isoquinolin-4-ylamino)-7-(methylamino)pyrazolo[1,5-a]pyrimidin-3-yl)-3-methylurea